4-{2-[2-({2-methyl-8-[4-(trifluoromethyl)phenyl]-2H,8H-pyrazolo[3,4-b]-indol-5-yl}formamido)ethoxy]ethoxy}butanoic acid CN1N=C2N(C3=CC=C(C=C3C2=C1)C(=O)NCCOCCOCCCC(=O)O)C1=CC=C(C=C1)C(F)(F)F